ClC1=C(OCCNCCC)C(=CC(=C1)Cl)Cl N-(2,4,6-Trichlorophenoxyethyl)propylamine